ClC=1C=C(C=CC1)C1=CC(=CC=C1)C(=O)N[C@@H]1CCO[C@]12O[C@@H]([C@@H]([C@@H]([C@H]2O)N2N=NC(=C2)C2=CC(=C(C(=C2)F)F)F)O)CO 3'-chloro-N-((4R,5S,7R,8R,9S,10R)-8,10-dihydroxy-7-(hydroxymethyl)-9-(4-(3,4,5-trifluorophenyl)-1H-1,2,3-triazol-1-yl)-1,6-dioxaspiro[4.5]decan-4-yl)-[1,1'-biphenyl]-3-carboxamide